(2S,4R)-1-((S)-1-(1H-benzo[d]imidazol-2-yl)-14-(tert-butyl)-3,12-dioxo-6,9-dioxa-2,13-diazapentadecan-15-oyl)-4-hydroxy-N-(4-(4-methylthiazol-5-yl)benzyl)pyrrolidine-2-carboxamide N1C(=NC2=C1C=CC=C2)CNC(CCOCCOCCC(N[C@H](C(=O)N2[C@@H](C[C@H](C2)O)C(=O)NCC2=CC=C(C=C2)C2=C(N=CS2)C)C(C)(C)C)=O)=O